FC(OC=1C=CC(=NC1)OC1C(CN(C1)C=1C=2N(N=C(C1)C=1C(=NC(=NC1)OC)OC)C=CN2)(F)F)F 8-(4-((5-(difluoromethoxy)pyridin-2-yl)oxy)-3,3-difluoropyrrolidin-1-yl)-6-(2,4-dimethoxypyrimidin-5-yl)imidazo[1,2-b]pyridazine